5,5'-METHYLENEBIS(1H-PYRROLE-2-CARBALDEHYDE) C(C1=CC=C(N1)C=O)C1=CC=C(N1)C=O